(5-Bromopyrimidin-2-yl)ethan-1-ol BrC=1C=NC(=NC1)C(C)O